N-(4-(4-(6-Cyanopyridin-3-yl)piperazin-1-yl)phenyl)-5-methoxypicolinamid C(#N)C1=CC=C(C=N1)N1CCN(CC1)C1=CC=C(C=C1)NC(C1=NC=C(C=C1)OC)=O